FC1=CC=C(C=C1)C1(CN(C1)C(=O)OC(C)(C)C)C[N+](=O)[O-] tert-butyl 3-(4-fluorophenyl)-3-(nitromethyl)azetidine-1-carboxylate